C(C)N1CC(CCC1)COC1=C(C=C2C(=NC=NC2=C1)C1=CC=C(C=C1)NC(CC=1C=NC(=CC1)C(F)(F)F)=O)OC N-(4-(7-((1-ethylpiperidin-3-yl)methoxy)-6-methoxyquinazolin-4-yl)phenyl)-2-(6-(trifluoromethyl)pyridin-3-yl)acetamide